din-pentyl cyclohexane-1,4-dicarboxylate C1(CCC(CC1)C(=O)OCCCCC)C(=O)OCCCCC